methyl (3S)-1,2-diazinane-3-carboxylate dihydrochloride Cl.Cl.N1N[C@@H](CCC1)C(=O)OC